benzyl (((1r,4r)-4-amino-1-hydroxycyclohexyl)methyl)carbamate NC1CCC(CC1)(O)CNC(OCC1=CC=CC=C1)=O